{6-[({[(1-Methyl-1H-tetrazol-5-yl)(phenyl)methylene]amino}-oxy)methyl]pyridin-2-yl}carbamic acid tert-butyl ester C(C)(C)(C)OC(NC1=NC(=CC=C1)CON=C(C1=CC=CC=C1)C1=NN=NN1C)=O